tert-butyl ((2R,3R)-5-amino-3-((benzyloxy)methyl)-6-methylhept-6-en-2-yl)(benzyl)carbamate NC(C[C@H]([C@@H](C)N(C(OC(C)(C)C)=O)CC1=CC=CC=C1)COCC1=CC=CC=C1)C(=C)C